2,6-dimethyl-3-ethyl-4-methoxyphenol CC1=C(C(=CC(=C1CC)OC)C)O